C(C1=CC=CC=C1)OC=1C=C2C(=C(N(C2=CC1)C1=CC(=C(C=C1)F)C)C1CC1)C(C(=O)O)CC1=CC=CC=C1 2-[5-benzyloxy-2-cyclopropyl-1-(4-fluoro-3-methyl-phenyl)indol-3-yl]-3-phenyl-propionic acid